NC=1C(=C(C(=CC1)C=1C(=CC=CC1)S(=O)(=O)O)S(=O)(=O)O)N diaminobiphenyl-2,2'-disulfonic acid